N1=CC=C(C=C1)C1=C2CCNC2=CC=C1 4-(Pyridin-4-yl)indoline